O=C(C(=O)Cl)C1=C(NC2=CC=CC=C12)C1=CC=CC=C1 2-Oxo-2-(2-phenyl-1H-indol-3-yl)acetyl chloride